C(CCCCC=CC)(O)O 6-octenediol